S(=O)(=O)(OC[C@H]([C@H]([C@@H]([C@H](C(NCCCNCCCCCCCCCCCCCC)=O)O)O)O)O)[O-].[Na+] sodium (2R,3R,4S,5R)-2,3,4,5-tetrahydroxy-6-oxo-6-((3-(tetradecylamino)propyl)amino)hexyl sulfate